5-(hydroxymethyl)pyrimidine-2,4-diol OCC=1C(=NC(=NC1)O)O